5-(2-fluoropropan-2-yl)isoxazole-3-carboxylic acid FC(C)(C)C1=CC(=NO1)C(=O)O